C(=C\[In]=[In])\[In] Triindole